NC=1C=C(C=CC1)C=1N=C(SC1)NCCN1CCN(CC1)C 4-(3-Aminophenyl)-N-(2-(4-methylpiperazin-1-yl)ethyl)thiazol-2-amine